4-(3-(8-fluoro-4-oxoquinazolin-3(4H)-yl)-2-methylphenyl)-1H-indole-7-carboxamide FC=1C=CC=C2C(N(C=NC12)C=1C(=C(C=CC1)C1=C2C=CNC2=C(C=C1)C(=O)N)C)=O